C=1(C(=C(C(=C(C1[2H])[2H])[2H])C1=C(C(=C2NC3=C(C(=C(C(=C3C2=C1[2H])[2H])[2H])[2H])[2H])[2H])[2H])[2H])C1=C(C(=C(C(=C1[2H])[2H])[2H])[2H])[2H] 3-([1,1'-biphenyl]-3-yl-d9)-9H-carbazole-1,2,4,5,6,7,8-d7